C1(CCC(N1C(C(C(=O)O)(C)N1C(CCC1=O)=O)C)=O)=O.C(CCC)(=O)OC methyl butyrate succinimidyl-(succinimidyl-methylbutanoate)